C1=CC=CC=2C3=CC=CC=C3C(C12)COC(=O)NC(CCC(=O)OC1=C(C(=C(C(=C1F)F)F)F)F)(CCC(=O)OC1=C(C(=C(C(=C1F)F)F)F)F)CCC(OC1=C(C(=C(C(=C1F)F)F)F)F)=O bis(perfluorophenyl) 4-((((9H-fluoren-9-yl)methoxy)carbonyl)amino)-4-(3-oxo-3-(perfluorophenoxy)propyl)heptanedioate